NC1=NC2=CC(=CC=C2C=C1C(F)(F)F)CN(C(=O)C=1C=NC(=CC1)C1CC1)C=1C(=NC=CC1)S(=O)(=O)C N-{[2-amino-3-(trifluoromethyl)quinolin-7-yl]methyl}-6-cyclopropyl-N-(2-methanesulfonylpyridin-3-yl)pyridine-3-carboxamide